OC1=CC=C(C=C1)C[C@@H](CNC(=O)NCCC1=CC=CC=C1)N(C=O)C (S)-N-(1-(4-Hydroxyphenyl)-3-(3-phenethylureido)propan-2-yl)-N-methylformamide